ClC=1C=C(C=C(C1)OC)C=1C(=NN(C1C(=O)O)C=1SC(=C(N1)C1=CC(=C(C=C1)Cl)Cl)SC(C)C)C 4-(3-chloro-5-methoxyphenyl)-1-(4-(3,4-dichlorophenyl)-5-(isopropylthio)thiazol-2-yl)-3-methyl-1H-pyrazole-5-carboxylic acid